C[C@@H]1[C@H](C1)C(=O)NC1=C(C(=C(C=C1F)C1=CC2=C(N=C(N=C2)N[C@@H]2CNC[C@H](C2)F)N(C1=O)C(C)C)F)F (1S,2S)-2-methyl-N-(2,3,6-trifluoro-4-(2-(((3S,5S)-5-fluoropiperidin-3-yl)amino)-8-isopropyl-7-oxo-7,8-dihydropyrido[2,3-d]pyrimidin-6-yl)phenyl)cyclopropane-1-carboxamide